3-(5-iodo-4-oxo-benzo[d][1,2,3]triazin-3(4H)-yl)piperidine-2,6-dione IC1=CC=CC=2N=NN(C(C21)=O)C2C(NC(CC2)=O)=O